[Na].C(CCCCCCCCCCC)(=O)N[C@@H](CO)C(=O)O N-lauroyl-serine sodium